ClC=1C=C(C(=NC1)OC(F)F)C1=NN=C(N1C)C1=C(C=NC=C1)Cl 5-chloro-3-(5-(3-chloropyridin-4-yl)-4-methyl-4H-1,2,4-triazol-3-yl)-2-(difluoromethoxy)pyridine